SCC(=O)O.SCC(=O)O.OCSSCO hydroxymethyldisulfide bis(2-mercaptoacetate)